C1(CC1)C1=NC=NC(=C1C=1N=CC2=C(N1)C(=C(N2)COC)C(O)C2=CC=C(C=C2)C=2N(C=C(N2)C(F)(F)F)C)OC [2-(4-cyclopropyl-6-methoxy-pyrimidin-5-yl)-6-(methoxymethyl)-5H-pyrrolo[3,2-d]pyrimidin-7-yl]-[4-[1-methyl-4-(trifluoromethyl)imidazol-2-yl]phenyl]methanol